5-(4-((3-ethyl-2,4-dioxo-1,2,3,4-tetrahydroquinazolin-7-yl)methyl)piperazin-1-yl)-6-ethyl-N-methylpyridinecarboxamide C(C)N1C(NC2=CC(=CC=C2C1=O)CN1CCN(CC1)C=1C=CC(=NC1CC)C(=O)NC)=O